((R)-1-(2-(6-((2R,6S)-2,6-dimethylmorpholino)pyridin-2-yl)-1,6-naphthyridin-7-yl)ethyl)-4-methyl-3-(methylsulfonyl)benzamide C[C@H]1O[C@H](CN(C1)C1=CC=CC(=N1)C1=NC2=CC(=NC=C2C=C1)[C@H](C)C1=C(C(=O)N)C=CC(=C1S(=O)(=O)C)C)C